ClCC(=O)NCC1=CC=C(C=C1)C(F)(F)F 2-chloro-N-(4-(trifluoromethyl)benzyl)acetamide